BrC(C(C)C)C(C)C 3-bromo-2,4-dimethylpentane